BrC=1C=C(C=CC1)/C=C/C(=O)C1=CC=C(C=C1)N1CCC(CC1)O (E)-3-(3-Bromophenyl)-1-[4-(4-hydroxypiperidin-1-yl)phenyl]prop-2-en-1-one